2,5-bis(trifluoromethyl)benzenesulfonyl chloride FC(C1=C(C=C(C=C1)C(F)(F)F)S(=O)(=O)Cl)(F)F